diheneicosanyl ketone C(CCCCCCCCCCCCCCCCCCCC)C(=O)CCCCCCCCCCCCCCCCCCCCC